C(C)OC(CC1CCC(CC1)NC(=O)C1=CN(C2=NC=CC(=C21)CC2=CC=C(C=C2)C(F)(F)F)CCF)=O 2-[(1r,4r)-4-[[1-(2-fluoroethyl)-4-[[4-(trifluoromethyl)-phenyl]methyl]pyrrolo[2,3-b]pyridine-3-carbonyl]amino]cyclohexyl]acetic acid ethyl ester